C1(CCCCC1)NC(C(C=1C=NC=CC1)N(C(=O)[C@@H]1N(C[C@@H](C1)O)C(=O)[O-])C1=CC=C(C=C1)C(C(F)(F)F)(C(F)(F)F)F)=O (2R,4R)-2-[[2-(cyclohexylamino)-2-oxo-1-(3-pyridyl)ethyl]-[4-[1,2,2,2-tetrafluoro-1-(trifluoromethyl)ethyl]phenyl]carbamoyl]-4-hydroxy-pyrrolidine-1-carboxylate